FC1=CC=C(OC=2C=C(C=CC2)C2=CC(=CC=C2)COC=2C=CC(=C(C(=O)O)C2)O)C=C1 5-((3'-(4-Fluorophenoxy)-[1,1'-biphenyl]-3-yl)methoxy)-2-hydroxybenzoic acid